C(C)(=O)C=1C=C(C=C2C(N(C(=NC12)N1CCOCC1)CC(C)(C)O[Si](C1=CC=CC=C1)(C1=CC=CC=C1)C(C)(C)C)=O)C 8-acetyl-3-(2-((tert-butyldiphenylsilyl)oxy)-2-methylpropyl)-6-methyl-2-morpholinoquinazolin-4(3H)-one